ClC=1C=C(C=CC1OCC1=NC=CC=C1)C1=NC2=CC=C(C(=C2C(=N1)N)OC)N (3-chloro-4-(pyridin-2-ylmethoxy)phenyl)-5-methoxyquinazoline-4,6-diamine